C(C1=CC=CC=C1)N1N=CC2=C(N(C=3C=C(C=CC23)S(=O)C)C)C1=O 3-benzyl-5-methyl-7-(methylsulfinyl)-3,5-dihydro-4H-pyridazino[4,5-b]indol-4-one